Pyridine ethanolamine salt C(O)CN.N1=CC=CC=C1